methyl (Z)-2-[5-(4-cyanocyclohexen-1-yl)-2-methyl-phenoxy]-3-methoxy-prop-2-enoate C(#N)C1CC=C(CC1)C=1C=CC(=C(O\C(\C(=O)OC)=C/OC)C1)C